CC=1N(N=C2C(=NN=C(C21)C)N2CCC(CC2)C(=O)NCCNC(C)C)C2=CC=C(C=C2)C 1-(3,4-dimethyl-2-(p-tolyl)-2H-pyrazolo[3,4-d]pyridazin-7-yl)-N-(2-(isopropylamino)ethyl)piperidine-4-carboxamide